C(CC(C)C)C1=CC(=NN1C1=CC=C(C=C1)OC(F)(F)F)N1CCN(CC1)CCN1CCOCC1 4-[2-[4-[5-isopentyl-1-[4-(trifluoromethoxy)phenyl]pyrazol-3-yl]piperazin-1-yl]ethyl]morpholine